COC(C1=CC=C(C=C1)C1=C(N(C=2C=C3C=NN(C3=CC21)C(C(C)(C)C)=O)C2=CC=C(C=C2)F)C2CCOCC2)=O 4-(5-(4-fluorophenyl)-1-pivaloyl-6-(tetrahydro-2H-pyran-4-yl)-1,5-dihydropyrrolo[2,3-f]Indazol-7-yl)benzoic acid methyl ester